(1RS,2RS)-5'-chloro-1'-(4-methoxybenzyl)-2-methylspiro[cyclopropane-1,3'-pyrrolo[2,3-b]pyridin]-2'(1'H)-one ClC=1C=C2C(=NC1)N(C([C@]21[C@@H](C1)C)=O)CC1=CC=C(C=C1)OC |r|